4,4'-bis-cyclohexylbiphenyl C1(CCCCC1)C1=CC=C(C=C1)C1=CC=C(C=C1)C1CCCCC1